FC(C=1C=C(C(=O)N)C=C(C1)SC)F 3-(difluoromethyl)-5-(methylsulfanyl)benzamide